CN1N=CC2=C1N=CN(C2=O)NC2=CC=C(C=C2)Cl 1-methyl-5-(4-chlorophenylamino)-1,5-dihydro-4H-pyrazolo[3,4-d]pyrimidin-4-one